C(C=C)(=O)C(CC)(S(=O)(=O)O)N acryloyl-aminopropanesulfonic acid